C1=CC=C2C(=C1)C(=CC(=C2O)C(=O)O)O The molecule is a naphthoic acid that is 2-naphthoic acid substituted by hydroxy groups at positions 1 and 4. It has a role as an Escherichia coli metabolite. It is a dihydroxy monocarboxylic acid, a naphthoic acid, a member of naphthalenediols and a naphthohydroquinone. It derives from a 2-naphthoic acid. It is a conjugate acid of a 1,4-dihydroxy-2-naphthoate.